C1N(C[C@H]2CN(CC[C@H]21)C(=O)OC(C)(C)C)C(=O)OCC2=CC=CC=C2 O2-benzyl O5-tert-butyl (3aR,7aR)-3,3a,4,6,7,7a-hexahydro-1H-pyrrolo[3,4-c]pyridine-2,5-dicarboxylate